tert-butyl (2S,4R)-4-((2-(difluoromethoxy)pyridin-4-yl)oxy)-2-methylpyrrolidine-1-carboxylate FC(OC1=NC=CC(=C1)O[C@@H]1C[C@@H](N(C1)C(=O)OC(C)(C)C)C)F